C1(CC1)OC1=NC=NC(=C1C1=NC=C2NC(N(C2=N1)CC1=CC=C(C=C1)N1N=C(C=C1C)C(F)(F)F)=O)C1CC1 2-(4-Cyclopropoxy-6-cyclopropylpyrimidin-5-yl)-9-(4-(5-methyl-3-(trifluoromethyl)-1H-pyrazol-1-yl)benzyl)-7,9-dihydro-8H-purin-8-one